FC=1C=CC=C2C[C@H](CC12)O (1S,2R)-7-fluoro-2-hydroxy-2,3-dihydro-1H-inden